ClC=CCl 8-cis-1,2-dichloroethylene